N-(2-methoxyethyl)-1-(1-methylpiperidin-4-yl)-2-((6-(trifluorometh-oxy)benzo[d]thiazol-2-yl)amino)-1H-benzo-[d]imidazole-5-carboxamide COCCNC(=O)C1=CC2=C(N(C(=N2)NC=2SC3=C(N2)C=CC(=C3)OC(F)(F)F)C3CCN(CC3)C)C=C1